1-cyclopropyl-N-(2-((6,7-dimethoxyquinolin-4-yl)oxy)pyrimidin-5-yl)-5-(4-fluorophenyl)-4-oxo-1,4-dihydropyridazine-3-carboxamide C1(CC1)N1N=C(C(C(=C1)C1=CC=C(C=C1)F)=O)C(=O)NC=1C=NC(=NC1)OC1=CC=NC2=CC(=C(C=C12)OC)OC